trisodium methanetrisulfonate Methyl-3-hydroxy-3-(4-methoxyphenyl)cyclobutane-1-carboxylate COC(=O)C1CC(C1)(C1=CC=C(C=C1)OC)O.C(S(=O)(=O)[O-])(S(=O)(=O)[O-])S(=O)(=O)[O-].[Na+].[Na+].[Na+]